N1C=C(C2=CC=CC=C12)CCNC=1C2=C(N=C(N1)C1=CN=C(S1)C)SC=N2 N-[2-(1H-indol-3-yl)ethyl]-5-(2-methylthiazol-5-yl)thiazolo[5,4-d]pyrimidin-7-amine